CC=1SC2=C(N1)C=C(C=C2)B(O)O (2-methylbenzo[d]thiazol-5-yl)boronic acid